1-methyl-4-[4-(2-methylphenoxy)piperidin-1-yl]-2-oxo-1,2-dihydroquinoline-3-carbonitrile CN1C(C(=C(C2=CC=CC=C12)N1CCC(CC1)OC1=C(C=CC=C1)C)C#N)=O